1-(p-tolyl)ethane-1-amine C1(=CC=C(C=C1)C(C)N)C